Racemic-2-(3-(3-chloro-4-fluorophenyl)-1-(1-(7,8-difluoro-1-oxo-1,2-dihydroisoquinolin-4-yl)ethyl)ureido)ethane-1-sulfonamide ClC=1C=C(C=CC1F)NC(N([C@H](C)C1=CNC(C2=C(C(=CC=C12)F)F)=O)CCS(=O)(=O)N)=O |r|